1-Chloro-3-(2-methoxyethoxy)propan-2-ol ClCC(COCCOC)O